C(C1=CC=CC=C1)(=O)OCCCCCCOC(C(=C)C)=O (6-(methacryloyloxy) hexyl) benzoate